2-bromo-4,5-difluorobenzoic acid BrC1=C(C(=O)O)C=C(C(=C1)F)F